CC1=CC=C(C=C1)C1=C(C=CC=C1)C1=NC(=NC(=N1)CC)C 4-methyl-phenyl-methyl-ethyl-phenyl-1,3,5-triazine